(4-fluorophenyl)-5-(4-pyridyl)-1H-pyrazolo[3,4-b]pyridine FC1=CC=C(C=C1)N1N=CC=2C1=NC=C(C2)C2=CC=NC=C2